6-bromo-8-methoxy-2H-isoquinolin-1-one BrC=1C=C2C=CNC(C2=C(C1)OC)=O